benzyl (2S)-5-[tert-butyl(dimethyl)silyl]oxy-2-(9H-fluoren-9-ylmethoxycarbonylamino)pentanoate [Si](C)(C)(C(C)(C)C)OCCC[C@@H](C(=O)OCC1=CC=CC=C1)NC(=O)OCC1C2=CC=CC=C2C=2C=CC=CC12